ClC1=C(C=C2C(=C(N(C2=C1F)C)C1=NN=C(N1)[C@H](C(F)F)OC)N1C=NC=C1)OC (R)-6-chloro-2-(5-(2,2-difluoro-1-methoxyethyl)-4H-1,2,4-triazol-3-yl)-7-fluoro-3-(1H-imidazol-1-yl)-5-methoxy-1-methyl-1H-indole